C(C=C)(=O)NC=1C(=CC(=C(C1)NC1=NC=C(C(=N1)N1CC(C2=NC(=CC=C21)C)(C)C)C(=O)OC(C)C)O)N(C)CCN(C)C isopropyl 2-((5-acrylamido-4-((2-(dimethylamino)ethyl)(methyl)amino)-2-hydroxy-phenyl)amino)-4-(3,3,5-trimethyl-2,3-dihydro-1H-pyrrolo[3,2-b]pyridin-1-yl)pyrimidine-5-carboxylate